ethyl 6-(3-amino-2,6-difluorophenyl)-5H,6H,7H,8H-imidazo[1,5-a]pyrazine-1-carboxylate NC=1C(=C(C(=CC1)F)C1NCC=2N(C1)C=NC2C(=O)OCC)F